OC1=CC=2C3(C4=CC(=CC=C4C2C=C1)C(=O)O)C1=CC=CC=C1C=1C=CC=CC13 2-hydroxy-7-carboxy-9,9'-spirobifluorene